[[3-(Trifluoromethyl)-phenyl]methyl]-2H-1,4-benzothiazin-3(4H)-one FC(C=1C=C(C=CC1)CC1SC2=C(NC1=O)C=CC=C2)(F)F